N-(3-Boc-Aminomethylpyrazin-2-yl)-N-methylmethanesulfonamide C(=O)(OC(C)(C)C)C=1C(=NC=C(N1)CN)N(S(=O)(=O)C)C